5-(2-aminopropan-2-yl)-2-bromophenol NC(C)(C)C=1C=CC(=C(C1)O)Br